methyl (2S)-5,5-dimethyl-2-[[6-[3-[2-oxo-2-[2-[2-[2-[2-[2-(2-prop-2-ynoxyethoxy)ethoxy]ethoxy]ethoxy] ethoxy]ethylamino]ethoxy]phenoxy]pyridine-3-carbonyl]amino]hexanoate CC(CC[C@@H](C(=O)OC)NC(=O)C=1C=NC(=CC1)OC1=CC(=CC=C1)OCC(NCCOCCOCCOCCOCCOCCOCC#C)=O)(C)C